ClC=1C=C(C=C(C1)Cl)[C@@](CC(=O)C1=CC(=C(C(=O)OC)C=C1)C)(C(F)(F)F)O methyl (S)-4-(3-(3,5-dichlorophenyl)-4,4,4-trifluoro-3-hydroxybutyryl)-2-methylbenzoate